ClC1=C2C(=C(C(=NC2=C(C=C1)Cl)S(=O)C=1C=NC=NC1)C(C)=O)N1CCOCC1 1-(5,8-dichloro-4-morpholino-2-(pyrimidin-5-ylsulfinyl)quinolin-3-yl)ethan-1-one